C(C)(C)(C)C1=CC=C(NCC2=CC=C(C=C2)OC)C=C1 4-(t-butyl)-N-(4-methoxybenzyl)aniline